phenyl N-[1-(5-chloro-7-fluoro-3-methyl-1-benzofuran-2-yl)-2,2,2-trifluoroethyl]carbamate ClC=1C=C(C2=C(C(=C(O2)C(C(F)(F)F)NC(OC2=CC=CC=C2)=O)C)C1)F